(4-iodo-1-butynyl)(trimethyl)silane ICCC#C[Si](C)(C)C